BrC=1C(=C2[C@@H](CC[C@@]3(C2=CC1)N=C1N(C=C(C=C1OC(F)F)C#N)C3)F)F (2S,4'R)-6'-bromo-8-(difluoromethoxy)-4',5'-difluoro-3',4'-dihydro-2'H,3H-spiro[imidazo[1,2-a]pyridine-2,1'-naphthalene]-6-carbonitrile